(3S)-3-({1-cyclopentyl-5-[2-(trifluoromethyl)phenyl]-1H-pyrazol-3-yl}formamido)-5-[(3R,4R)-3,4-difluoropyrrolidin-1-yl]pentanoic acid C1(CCCC1)N1N=C(C=C1C1=C(C=CC=C1)C(F)(F)F)C(=O)N[C@H](CC(=O)O)CCN1C[C@H]([C@@H](C1)F)F